3-(1-methylpyrazol-4-yl)benzoic acid CN1N=CC(=C1)C=1C=C(C(=O)O)C=CC1